3-[5-[4-(2,2-dimethoxyethyl)-1-piperidyl]-3-methyl-2-oxo-benzimidazol-1-yl]piperidine-2,6-dione COC(CC1CCN(CC1)C1=CC2=C(N(C(N2C)=O)C2C(NC(CC2)=O)=O)C=C1)OC